(3-chloropyridin-2-yl)-3-trifluoromethyl-1H-pyrazol-5-ol ClC=1C(=NC=CC1)N1N=C(C=C1O)C(F)(F)F